tert-butyl N-[(1S)-1-carbamoyl-2-[(5R)-2-oxo-5-(trifluoromethyl)pyrrolidin-3-yl]ethyl]carbamate C(N)(=O)[C@H](CC1C(N[C@H](C1)C(F)(F)F)=O)NC(OC(C)(C)C)=O